5-(4-(2-(1-(6-(5-(difluoromethyl)-5H-pyrido[4,3-b]indol-7-yl)-4-fluoropyridazin-3-yl)piperidin-4-yl)ethyl)piperazin-1-yl)-2-(2,6-dioxopiperidin-3-yl)isoindoline-1,3-dione FC(N1C2=C(C=3C=CC(=CC13)C1=CC(=C(N=N1)N1CCC(CC1)CCN1CCN(CC1)C=1C=C3C(N(C(C3=CC1)=O)C1C(NC(CC1)=O)=O)=O)F)C=NC=C2)F